OCCOC1CCN(CC1)C=1C=C2C=CC=C(C2=CC1)C1=NC(NC=C1)=O {6-[4-(2-hydroxyethoxy)piperidin-1-yl]naphthalen-1-yl}-1,3-diazinon